C(C)(C)(C)[Si](C)(C)OC1(CC1)CN=C=S Tert-butyl-(1-(isothiocyanatomethyl)cyclopropoxy)dimethylsilane